C(C(=O)[O-])(=O)[O-].[Fe+2] iron (II) oxalate